dimethyl ketoglutarate O=C(C(=O)OC)CCC(=O)OC